(E)-N-(2-(6-methoxy-2-oxo-2,3-dihydro-1,3-benzooxazol-3-yl)ethyl)-3-(5-nitro-2-furanyl)acrylamide COC1=CC2=C(N(C(O2)=O)CCNC(\C=C\C=2OC(=CC2)[N+](=O)[O-])=O)C=C1